OCC(CO)CCCO 2-(hydroxymethyl)-1,5-pentanediol